N-[2-(4-chlorophenyl)benzotriazol-5-yl]cyclopentanecarboxamide ClC1=CC=C(C=C1)N1N=C2C(=N1)C=CC(=C2)NC(=O)C2CCCC2